1-ethyl-3-((S)-1,1,1,5,5,5-hexafluoropentan-2-yl)-1-(2,2,2-trifluoro-1-(5-methoxy-4-(8-methoxyimidazo[1,2-a]pyrazin-6-yl)pyrimidin-2-yl)ethyl)urea C(C)N(C(=O)N[C@H](C(F)(F)F)CCC(F)(F)F)C(C(F)(F)F)C1=NC=C(C(=N1)C=1N=C(C=2N(C1)C=CN2)OC)OC